C(C)(C)(C)OC(=O)N1C[C@@H]([C@@H](CC1)CN)O (3R,4S)-4-(aminomethyl)-3-hydroxypiperidine-1-carboxylic acid tert-butyl ester